C1(CCCCC1)CCOC1=CC=C(C=C1)C1CCOCC1 4-[4-(2-Cyclohexylethoxy)phenyl]tetrahydropyran